copper pyrogallol C1(O)=C(O)C(O)=CC=C1.[Cu]